COC1=C(C(=O)O)C=CC(=C1)C=1C=NC=CC1 2-methoxy-4-(pyridin-3-yl)benzoic acid